(E)-but-2-ene-1,4-diyl bis(4-nitrophenyl) bis(carbonate) C(OC\C=C\COC(OC1=CC=C(C=C1)[N+](=O)[O-])=O)(OC1=CC=C(C=C1)[N+](=O)[O-])=O